2-(4-(difluoromethyl)-2-(methoxymethoxy)phenyl)-4,4,5,5-tetramethyl-1,3,2-dioxaborolane FC(C1=CC(=C(C=C1)B1OC(C(O1)(C)C)(C)C)OCOC)F